CN1N=CC(=C1)N1N=C(C=C(C1=O)C(=O)N[C@@H](C(F)(F)F)CO)C1=CC=C(C=C1)OC(F)(F)F 2-(1-Methyl-1H-pyrazol-4-yl)-3-oxo-N-[(2R)-1,1,1-trifluoro-3-hydroxypropan-2-yl]-6-[4-(trifluoromethoxy)phenyl]-2,3-dihydropyridazine-4-carboxamide